NC=1N=C(C2=C(N1)C=NN2CC2=C(C=C(C(=C2)CNC2CCOCC2)F)OC)N[C@H](CCO)CCC (3S)-3-({5-amino-1-[(4-fluoro-2-methoxy-5-{[(oxan-4-yl)amino]-methyl}phenyl)methyl]-1H-pyrazolo[4,3-d]pyrimidin-7-yl}amino)hexan-1-ol